1,3-bis(2-chloropropyl)benzene ClC(CC1=CC(=CC=C1)CC(C)Cl)C